C1(=CC=CC=C1)C=1C(C1C1=CC=CC=C1)=O 2,3-diphenylcycloprop-2-en-1-one